ClC1=C(C=CC(=N1)C(CNC(=O)C1=NOC(=C1)C1=C(C=C(C=C1)F)F)(C)C=1C=NN(C1)C)C N-[2-(6-chloro-5-methyl-2-pyridyl)-2-(1-methylpyrazol-4-yl)propyl]-5-(2,4-difluorophenyl)isoxazole-3-carboxamide